4-(7-chloro-4-(morpholinomethyl)quinolin-2-yl)benzonitrile ClC1=CC=C2C(=CC(=NC2=C1)C1=CC=C(C#N)C=C1)CN1CCOCC1